(3R,4R)-tert-butyl 3-amino-4-hydroxypyrrolidine-1-carboxylate N[C@@H]1CN(C[C@H]1O)C(=O)OC(C)(C)C